2-(2-(tert-butylamino)-2-oxoethyl)-N-(3,5-dichlorophenyl)-2-azaspiro[3.5]nonane-7-carboxamide C(C)(C)(C)NC(CN1CC2(C1)CCC(CC2)C(=O)NC2=CC(=CC(=C2)Cl)Cl)=O